(S)-hydroxy-octadecadienoic acid OC(C(=O)O)=CC=CCCCCCCCCCCCCC